N-(ethylsulfonyl)-2-methylpropionamide C(C)S(=O)(=O)NC(C(C)C)=O